tert-butyl 3-((1-(9-methyl-6-morpholino-8-(pyridin-4-yl)-9H-purin-2-yl)-1H-pyrazol-3-yl)methyl)azetidine-1-carboxylate CN1C2=NC(=NC(=C2N=C1C1=CC=NC=C1)N1CCOCC1)N1N=C(C=C1)CC1CN(C1)C(=O)OC(C)(C)C